FC1=C(C=CC(=C1)OC)C=1C=C(C=NC1)C(=O)NC1=C(C=CC(=C1)C(N[C@@H]1[C@H](CCCC1)O)=O)C 5-(2-fluoro-4-methoxyphenyl)-N-(5-{[(1S,2S)-2-hydroxycyclohexyl]carbamoyl}-2-methylphenyl)pyridine-3-carboxamide